N-(8-(methylamino)-5-(6-methyloxazolo[4,5-b]pyridin-2-yl)-2,7-naphthyridin-3-yl)cyclopropanecarboxamide Hydrazinecarbimidothioate Hydroiodide I.N(N)C(=N)S.CNC=1N=CC(=C2C=C(N=CC12)NC(=O)C1CC1)C=1OC=2C(=NC=C(C2)C)N1